C(C1=CN=CC=C1)(=O)NC[P+](C1=CC=CC=C1)(C1=CC=CC=C1)C1=CC=CC=C1 (Nicotinamidomethyl)Triphenylphosphonium